C(C1=CC=CC=C1)N1C[C@H]2CC[C@@H](C1)C21OCCO1 (1R,5S)-3-benzyl-3-azaspiro[bicyclo[3.2.1]octane-8,2'-[1,3]dioxolane]